C1(CCCCC1)C1=CC=C2C(=CC=NC2=C1)SCCCCCCI 7-Cyclohexyl-4-((6-iodohexyl)thio)quinoline